8-(2-methoxyphenyl)-N-[4-(piperidin-4-yl)-2,3-dihydro-1-benzofuran-7-yl]quinazolin-2-amine COC1=C(C=CC=C1)C=1C=CC=C2C=NC(=NC12)NC1=CC=C(C=2CCOC21)C2CCNCC2